C1(CC1)NC1(CCCC1)CNC(C1=CC=C(C=C1)C#CC1=CC(=C(C=C1)F)F)=O N-((1-(cyclopropylamino)cyclopentyl)methyl)-4-((3,4-difluorophenyl)ethynyl)benzamide